C(C1=CC=CC=C1)OC1=C(C=2N(C=C1)N=CN2)C(=O)OC(C)(C)C tert-butyl 7-(benzyloxy)-[1,2,4]triazolo[1,5-a]pyridine-8-carboxylate